C(OC1=CC2=C(C3CC(C(CN3CC2)CC(C)C)=O)C=C1OC([2H])([2H])[2H])([2H])([2H])[2H] 1,3,4,6,7,11b-hexahydro-9,10-di(methoxy-d3)-3-(2-methylpropyl)-2H-benzo[a]quinolizin-2-one